pentyl arachidate C(CCCCCCCCCCCCCCCCCCC)(=O)OCCCCC